7-bromo-N-(8-fluoro-2-methyl-imidazo[1,2-a]pyridin-6-yl)-1,3-benzodioxole-4-carboxamide BrC1=CC=C(C2=C1OCO2)C(=O)NC=2C=C(C=1N(C2)C=C(N1)C)F